[(1,5-DIPHENYL-1H-PYRAZOL-3-YL)OXY]ACETIC ACID C1(=CC=CC=C1)N1N=C(C=C1C1=CC=CC=C1)OCC(=O)O